C1(CC1)C(C(F)(F)F)NC(N(C(C(F)(F)F)C1=NC=C(C(=C1)C=1N=C(C=2N(C1)C=CN2)OC)OC)CC)=O 3-(1-cyclopropyl-2,2,2-trifluoroethyl)-1-ethyl-1-(2,2,2-trifluoro-1-(5-methoxy-4-(8-methoxyimidazo[1,2-a]pyrazin-6-yl)pyridin-2-yl)ethyl)urea